(2S)-2-[9H-fluoren-9-yl-methoxycarbonyl(methyl)amino]butanoic acid C1=CC=CC=2C3=CC=CC=C3C(C12)COC(=O)N([C@H](C(=O)O)CC)C